1-((9-fluoro-5,6-dihydrobenzo[h]quinazolin-2-yl)thio)-3,3-dimethylbutan-2-one FC1=CC2=C(CCC=3C=NC(=NC23)SCC(C(C)(C)C)=O)C=C1